C1(CCCC1)S(=O)(=O)NC=1C=C(N(C1)C)C(=O)NC1=CC(=C(C=C1)F)F 4-(Cyclopentanesulfonylamino)-N-(3,4-difluorophenyl)-1-methyl-1H-pyrrole-2-carboxamide